ClC1=NC(=NC=C1[N+](=O)[O-])SC 4-Chloro-2-methylsulfanyl-5-nitropyrimidine